6-bromo-3,4-dihydro-1,5-naphthyridin-2(1H)-one BrC=1N=C2CCC(NC2=CC1)=O